3-ketopiperazine-1-carboxylic acid benzyl ester C(C1=CC=CC=C1)OC(=O)N1CC(NCC1)=O